C(CCC)OC(=O)N1CC(C1)C12CC(C1)(C2)N.C(C)OC2=C(C=C(C=C2)C2=NOC(=N2)C2CCN(CC2)C(=O)C2=CC(=NO2)C2=CC=CC=C2)OC (4-(3-(4-ethoxy-3-methoxyphenyl)-1,2,4-oxadiazol-5-yl)piperidin-1-yl)(3-phenylisoxazol-5-yl)methanone butyl-3-(3-amino-1-bicyclo[1.1.1]pentanyl)azetidine-1-carboxylate